C(C1=CC=CC=C1)OC(=O)N1[C@H](CC[C@H](C1)NC=1N=C2C(=NC1)N(C=C2C(N[C@@H](COC)C)=O)COCC[Si](C)(C)C)C |r| Cis-racemic-benzyl-5-[(7-[((R)-1-methoxypropan-2-yl)carbamoyl]-5-{[2-(trimethylsilyl)ethoxy]methyl}-5H-pyrrolo[2,3-b]pyrazin-2-yl)amino]-2-methylpiperidine-1-carboxylate